3-(2,2-difluoroethyl)-1-ethyl-5-(2-(2-(trifluoromethyl)pyridin-4-yl)-2,6-diazaspiro[3.4]octan-6-yl)-1,3-dihydro-2H-imidazo[4,5-b]pyrazin-2-one FC(CN1C(N(C2=NC=C(N=C21)N2CC1(CN(C1)C1=CC(=NC=C1)C(F)(F)F)CC2)CC)=O)F